COC(\C=C\C1=C(NC2=C(C=C(C=C12)F)F)C1=C(C(=C(C(=C1[2H])[2H])F)[2H])[2H])=O.ClC=1C=C2C=C(C(=NC2=CC1)N1CCC(CCC1)(F)F)C(=O)NC1=CC(=CC=C1)S(N)(=O)=O 6-chloro-2-(4,4-difluoroazepan-1-yl)-N-(3-sulfamoylphenyl)quinoline-3-carboxamide methyl-(E)-3-(5,7-difluoro-2-(4-fluorophenyl-2,3,5,6-d)-1H-indol-3-yl)acrylate